N-((1R,4R)-4-((4-((5-cyclopentyl-1H-pyrazol-3-yl)amino)pyrimidin-2-yl)(methyl)amino)cyclohexyl)-2-methyl-2H-tetrazole-5-carboxamide C1(CCCC1)C1=CC(=NN1)NC1=NC(=NC=C1)N(C1CCC(CC1)NC(=O)C=1N=NN(N1)C)C